N1(CCCCC1)CCC=1SC(=C(N1)C(F)(F)F)C(=O)N[C@@H](C)C1=CC(=CC=C1)C=1C=NC=CC1 2-[2-(1-piperidinyl)ethyl]-N-[(1S)-1-[3-(3-pyridinyl)phenyl]ethyl]-4-(trifluoromethyl)-5-thiazolecarboxamide